C(C)(C)(C)OC(C1=C(C(=C(C=C1)N)NC[C@H]1OCC1)F)=O (S)-4-amino-2-fluoro-3-((oxetan-2-ylmethyl)amino)benzoic acid tert-butyl ester